6-chloro-naphthalene ClC=1C=C2C=CC=CC2=CC1